ketostearone O=CCCCCCCCCCCCCCCCCC(CCCCCCCCCCCCCCCCC)=O